NC1=CC=C(C=C1)N1CCC(CC1)(O)CC(=O)N1CCC2(CCN(C2=O)C=2C=NC=C(C2)NC2=NC=C(C(=N2)C2=CC(=CC=C2)C2=CC=CC=C2)Cl)CC1 8-[2-[1-(4-aminophenyl)-4-hydroxy-4-piperidyl]acetyl]-2-[5-[[5-chloro-4-(3-phenylphenyl)pyrimidin-2-yl]amino]-3-pyridyl]-2,8-diazaspiro[4.5]decan-1-one